5-methyl-1-(4-(2-(4-(thiophen-3-yl)phenyl)propan-2-yl)phenyl)-1H-1,2,4-triazole-3-carboxamide CC1=NC(=NN1C1=CC=C(C=C1)C(C)(C)C1=CC=C(C=C1)C1=CSC=C1)C(=O)N